FC=1C=C2C(=C3C1NC(NC31CCCCC1)=O)OC=N2 5-fluoro-7,8-dihydro-6H-spiro[[1,3]oxazolo[5,4-f]quinazoline-9,1'-cyclohexane]-7-one